C(C)(=O)C1=CN(C2=CC=C(C=C12)C1=CN=NC=C1)CC(=O)N1[C@@H](C[C@H](C1)F)C(=O)NC1=CC=C2C=NNC2=C1 (2S,4R)-1-(2-(3-acetyl-5-(pyridazin-4-yl)-1H-indol-1-yl)acetyl)-4-fluoro-N-(1H-indazol-6-yl)pyrrolidine-2-carboxamide